S(=O)(=O)([O-])[O-].[S-2].[K+] potassium sulfide sulfate